C12(CC3CC(CC(C1)C3)C2)SC=2C(CC(CC2\C=C\C=2C=C3C(CC(N(C3=CC2C)C2=CC=C(C=C2)OC)(C)C)C)(C)C)=O 2-(1-adamantylsulfanyl)-3-[(E)-2-[1-(4-methoxyphenyl)-2,2,4,7-tetramethyl-3,4-dihydroquinolin-6-yl]vinyl]-5,5-dimethyl-cyclohex-2-en-1-one